C(C)OC1=NC=CC=C1C1=NC=C(C=C1)C1(CCN(CC1)C1=NC=C(C=C1)C(F)(F)F)C(=O)N[C@@H]1CN(CC1)C 4-{2'-ethoxy-[2,3'-bipyridin]-5-yl}-N-[(3S)-1-methylpyrrolidin-3-yl]-1-[5-(trifluoromethyl)pyridin-2-yl]piperidine-4-carboxamide